CO[C@H]1[C@@H](CNC1)O (3r,4r)-4-methoxypyrrolidin-3-ol